ethyl 2-[4-(1,4-dioxa-8-azaspiro[4.5]decan-8-yl)-2,5-difluoro-phenyl]acetate O1CCOC12CCN(CC2)C2=CC(=C(C=C2F)CC(=O)OCC)F